F[P-](F)(F)(F)(F)F.N1=CC=C(C=C1)C1=CC=NC=C1 4,4'-bipyridine hexafluorophosphate